(R)-1-phenyl-1-ethyl alcohol C1(=CC=CC=C1)[C@@H](C)O